OCCS 2-Hydroxyethanthiol